Cl.NC1CC(C1)CC#N 2-((1s,3s)-3-aminocyclobutyl)acetonitrile HCl salt